COC1CCC(CC1)N (1R,4R)-4-methoxycyclohexan-1-amine